7-phenylspiro[pyrido[2,3-b][1,4]oxazine-3,3'-pyrrolidin]-2(1H)-one TFA salt OC(=O)C(F)(F)F.C1(=CC=CC=C1)C1=CC2=C(OC3(CNCC3)C(N2)=O)N=C1